CC1=C(C=NN1C1=CC=CC=C1)CC(=O)OC methyl 2-(5-methyl-1-phenyl-1H-pyrazol-4-yl)acetate